1-bromo-3,8-di-tert-butyl-6-(4-dibenzofuranyl)pyrene BrC1=CC(=C2C=CC3=C(C=C(C4=CC=C1C2=C34)C(C)(C)C)C3=CC=CC4=C3OC3=C4C=CC=C3)C(C)(C)C